tin-sulfide [Sn]=S